(E)-2-(2-ethoxyvinyl)-3-fluoro-4,5-dimethoxy-6-methylbenzoic acid methyl ester COC(C1=C(C(=C(C(=C1C)OC)OC)F)\C=C\OCC)=O